N-(tert-butoxycarbonyl)-L-valyl-N5-carbamoyl-N-{4-[({[(1S)-1-carboxy-2-methyl-2-(1-methyl-1H-indol-3-yl)propyl](methyl)carbamoyl}oxy)methyl]phenyl}-L-ornithine amide C(C)(C)(C)OC(=O)N[C@@H](C(C)C)C(=O)N[C@@H](CCCNC(N)=O)C(=O)NC1=CC=C(C=C1)COC(N(C)[C@@H](C(C)(C1=CN(C2=CC=CC=C12)C)C)C(=O)O)=O